methyl 2-chloro-3-(6-methoxy-2-methyl-3-pyridyl)benzoate ClC1=C(C(=O)OC)C=CC=C1C=1C(=NC(=CC1)OC)C